CC=1N=CSC1C1=CC=C(C=C1)[C@H](C=O)NC(OC(C)(C)C)=O tert-butyl N-[(1R)-1-[4-(4-methyl-1,3-thiazol-5-yl)phenyl]-2-oxoethyl]carbamate